ClC1OC(C(=C1C)C)=O 2-chloro-3,4-dimethyl-2H-furan-5-one